C(CCCCCC(C(=O)O)Cl)C(C(=O)O)Cl Hexane-1,6-Diylbis(2-Chloroacetic acid)